CN1N=C2C(=CC(=CC2=C1)C1=CC2=C(C=N1)N=C(S2)NC2CC1CCC(C2)N1C)C#N 2-Methyl-5-(2-{[(3-exo)-8-methyl-8-azabicyclo[3.2.1]oct-3-yl]amino}[1,3]thiazolo[4,5-c]pyridin-6-yl)-2H-indazol-7-carbonitril